Sulphonyl Chloride S(=O)(=O)(Cl)Cl